[Si](C)(C)(C(C)(C)C)OCCCCCC(C1CCCCC1)NS(=O)(=O)C1=CC=C(C=C1)C N-(6-((tert-butyldimethylsilyl)oxy)-1-cyclohexylhexyl)-4-methylbenzenesulfonamide